Pyroglutamic Acid Benzylamide C(C1=CC=CC=C1)NC([C@H]1NC(CC1)=O)=O